isoxazole-5-carboxylic acid O1N=CC=C1C(=O)O